C(CC1=C(C(C(OBr)=N)=C(C(=C1Br)Br)Br)C(=O)O)C1=C(C(C(=O)OBr)=C(C(=C1Br)Br)Br)C(=O)O ethylenebis(tetrabromophthalic acid) imide